7-(5-(5-(3-azabicyclo[3.3.1]non-3-yl)-1,3,4-thiadiazol-2-yl)-4-(isopropylamino)pyridin-2-yl)pyrrolo[1,2-b]pyridazine-3-carbonitrile C12CN(CC(CCC1)C2)C2=NN=C(S2)C=2C(=CC(=NC2)C2=CC=C1N2N=CC(=C1)C#N)NC(C)C